FC=1C=CC(=C(C#N)C1)S(=O)(=O)N1C[C@@]([C@H](C1)OC1=CC=C(C=C1)C(F)(F)F)(CO)O 5-fluoro-2-(((3S,4S)-3-hydroxy-3-(hydroxymethyl)-4-(4-(trifluoromethyl)phenoxy)pyrrolidin-1-yl)sulfonyl)benzonitrile